NC=1C2=C(N=CN1)C(=NC(=C2)N2C[C@H](CC2)O)C2=C(C(=CC=C2C)O)C (S)-1-((S)-4-amino-8-(3-hydroxy-2,6-dimethylphenyl)pyrido[3,4-d]pyrimidin-6-yl)pyrrolidin-3-ol